[C@H]12NC[C@H]([C@@H]1N1C(=CC=3C(=NC=4C(=C(C(=CC4C31)CCC#N)C3=CC(=CC1=CC=CC=C31)O)F)OCC)C(C)N3C(COCC3)=O)C2 3-(1-((1r,4r,5s)-2-azabicyclo[2.1.1]hexane-5-yl)-4-ethoxy-6-fluoro-7-(3-hydroxynaphthalen-1-yl)-2-(1-(3-oxo-N-morpholinyl)ethyl)-1H-pyrrolo[3,2-c]quinolin-8-yl)propionitrile